CC/C=C\\C/C=C\\CC1C(O1)C/C=C\\C/C=C\\CCCC(=O)[O-] The molecule is an EpETE(1-) that is the conjugate base of (5Z,8Z,14Z,17Z)-11,12-epoxyicosatetraenoic acid, obtained by deprotonation of the carboxy group; major species at pH 7.3. It derives from an all-cis-5,8,11,14,17-icosapentaenoate. It is a conjugate base of a (5Z,8Z,14Z,17Z)-11,12-epoxyicosatetraenoic acid.